2-methyl-9,10-bis(n-propyloxy)anthracene CC1=CC2=C(C3=CC=CC=C3C(=C2C=C1)OCCC)OCCC